Sodium lauryl benzenesulfonate C1(=CC=CC=C1)S(=O)(=O)OCCCCCCCCCCCC.[Na]